Methyl-2-(3-ethoxy-2-fluorophenyl)-5-[1-(phenylsulfonyl)-1H-pyrrolo[2,3-b]pyridin-4-yl]-1-{[2-(trimethylsilyl) ethoxy]methyl}-1H-pyrrole-3-carboxylate COC(=O)C1=C(N(C(=C1)C1=C2C(=NC=C1)N(C=C2)S(=O)(=O)C2=CC=CC=C2)COCC[Si](C)(C)C)C2=C(C(=CC=C2)OCC)F